CC1=CCC2CC1C2(C)C (+-)-alpha-pinene